ClC=1C=C(C=CC1OCC1=NC=CC=C1)N1CCC=2C=3C1=NC=NC3C=CC2NC(\C=C\CNC2CC2)=O (E)-N-(4-(3-chloro-4-(pyridin-2-ylmethoxy)phenyl)-5,6-dihydro-4H-pyrido[2,3,4-de]quinazolin-7-yl)-4-(cyclopropylamino)but-2-enamide